6-(3-isopropyl-5-((1-(2-(methylsulfonyl)ethyl)azetidin-3-yl)methyl)-1H-indol-2-yl)-8-methoxy-[1,2,4]triazolo[1,5-a]pyridine C(C)(C)C1=C(NC2=CC=C(C=C12)CC1CN(C1)CCS(=O)(=O)C)C=1C=C(C=2N(C1)N=CN2)OC